BrCCCN1CCN(CC1)CCCSC1=C2CNC(C2=CC=C1)=O 4-((3-(4-(3-bromopropyl)piperazin-1-yl)propyl)thio)-1-oxoisoindolin